ClC1=CC=CC=C1 4-chlorobenzene